(E)-6-(4-(Dimethylamino)but-2-enoyl)-4-(2-(1-ethyl-3-(trifluoromethyl)-1H-pyrazol-4-yl)-3-fluoro-4-hydroxyphenyl)-4,5,6,7-tetrahydrothieno[2,3-c]pyridine-2-carbonitrile CN(C/C=C/C(=O)N1CC2=C(C(C1)C1=C(C(=C(C=C1)O)F)C=1C(=NN(C1)CC)C(F)(F)F)C=C(S2)C#N)C